N6-((2-AZIDOETHOXY)CARBONYL)LYSINE N(=[N+]=[N-])CCOC(=O)NCCCC[C@H](N)C(=O)O